ClC=1C=C2C(=CC(N(C2=NC1Cl)C=1C(=NC=NC1C(C)C)C(C)C)=O)O 6,7-dichloro-1-(4,6-diisopropylpyrimidin-5-yl)-4-hydroxy-1,8-naphthyridin-2(1H)-one